C(CCC)O[Zr](OCC)OCC Butoxydiethoxyzirconium